NC=1C=C(C=NC1)N1C[C@H](CCC1)C(=O)NC=1C=CC(N(C1)CC(=O)OCC)=O ethyl 2-[5-[[(3S)-1-(5-amino-3-pyridyl)piperidine-3-carbonyl]amino]-2-oxo-1-pyridyl]acetate